(3-bromobicyclo[1.1.1]pentane-1-yl)propane Ethyl-2-[acetyl(4-methylbenzyl)amino]-6-hydroxy-1-benzothiophene-3-carboxylate C(C)OC(=O)C1=C(SC2=C1C=CC(=C2)O)N(CC2=CC=C(C=C2)C)C(C)=O.BrC21CC(C2)(C1)CCC